ClC=1C(=NC(=C(N1)C)C1=C(C(=NC=C1)OC)Cl)C(=O)OCC ethyl 3-chloro-6-(3-chloro-2-methoxypyridin-4-yl)-5-methylpyrazine-2-carboxylate